[Si]#[Si] Disilicon